C1=CC=CC=2C3=CC=CC=C3C(C12)COC(=O)N[C@@H](CC1=CN(C2=CC=CC=C12)CCO[Si](C)(C)C(C)(C)C)C(=O)O Nα-(((9H-fluoren-9-yl)methoxy)carbonyl)-1-(2-((tertiarybutyldimethylsilyl)oxy)ethyl)-L-tryptophan